(R)-Bromomethyl 1,2,2-trimethyl-3-cyclopentenyl ketone C[C@@]1(C(C=CC1)(C)C)C(=O)CBr